(1R,5S,6r)-6-((2-(6,7-dihydropyrrolo[3,2,1-hi]indazol-2-yl)propan-2-yl)carbamoyl)-3-azabicyclo[3.1.0]hexane-3-carboxylic acid tert-butyl ester C(C)(C)(C)OC(=O)N1C[C@H]2C([C@H]2C1)C(NC(C)(C)C1=NN2C3=C(C=CC=C13)CC2)=O